N1C=NC=C1C1=CN=C2C(N(C(=NN21)N2CC(C2)C2=CC=CC=C2)C(C)C)=O 7-(1H-imidazol-5-yl)-3-isopropyl-2-(3-phenyl-azetidin-1-yl)imidazo[2,1-f][1,2,4]triazin-4(3H)-one